trans-4-((4-Methoxy-5-(1-methyl-1H-benzo[d][1,2,3]triazol-6-yl)-7H-pyrrolo[2,3-d]pyrimidin-2-yl)amino)-1-methylcyclohexan-1-ol COC=1C2=C(N=C(N1)NC1CCC(CC1)(O)C)NC=C2C=2C=CC1=C(N(N=N1)C)C2